tert-butyl (R)-2-(cyclopropylmethyl)-3-hydroxy-5-oxo-2,5-dihydro-1H-pyrrole-1-carboxylate C1(CC1)C[C@H]1N(C(C=C1O)=O)C(=O)OC(C)(C)C